O1COC2=C1C=CC=C2C2=NC1=C(N2)C=CC(=C1)\N=C\C1=C(C(=C(C(=C1)Br)O)Br)O (E)-4-(((2-(Benzo[d][1,3]dioxol-4-yl)-1H-benzo[d]imidazol-5-yl)imino)methyl)-2,6-dibromobenzene-1,3-diol